FC(C1(CC1)CN1CN=CC=C1)F 1-((1-(difluoromethyl)cyclopropyl)methyl)pyrimidine